octylacrylamide acrylate CCCCCCCC/C(=C\OC(=O)C=C)/C(=O)N